FC1(CCN(CC1)C(=O)C=1C=C2C(=NC1)N(C=C2)C=2C=NC(=CC2)C2=NN(C(=N2)C)C)F (4,4-difluoropiperidin-1-yl)(1-(6-(1,5-dimethyl-1H-1,2,4-triazol-3-yl)pyridin-3-yl)-1H-pyrrolo[2,3-b]pyridin-5-yl)methanone